3,4,5,6-tetrakis(9-carbazolyl)-phthalonitrile C1=CC=CC=2C3=CC=CC=C3N(C12)C1=C(C(C#N)=C(C(=C1N1C2=CC=CC=C2C=2C=CC=CC12)N1C2=CC=CC=C2C=2C=CC=CC12)N1C2=CC=CC=C2C=2C=CC=CC12)C#N